COC=1C=C2C(=NC=NC2=CC1OC)N1CCC(CC1)CCP(OC1=CC=CC=C1)(OC1=CC=CC=C1)=O Diphenyl (2-(1-(6,7-dimethoxyquinazolin-4-yl)piperidin-4-yl)ethyl)phosphonate